1-butyl-6-chloro-7-(naphthalen-1-ylmethyl)-5-oxo-8-(3-(trifluoromethyl)phenyl)-1,2,3,5-tetrahydroimidazo[1,2-a]pyridine-3-carboxylic acid C(CCC)N1CC(N2C1=C(C(=C(C2=O)Cl)CC2=CC=CC1=CC=CC=C21)C2=CC(=CC=C2)C(F)(F)F)C(=O)O